1-(5-Methyl-1,3,4-thiadiazol-2-yl)ethanol CC1=NN=C(S1)C(C)O